FC(S(=O)(=O)[O-])(F)F.C(C)(C)(C)OC(C[N+](CC1=C(C(=C(C(=C1F)F)F)F)F)(C)CCOC(C(=C)C)=O)=O 2-(tert-butoxy)-N-(2-(methacryloyloxy)ethyl)-N-methyl-2-oxo-N-((perfluorophenyl)methyl)ethan-1-aminium trifluoromethanesulfonate